CC1=C(C(=O)NCC(NCC(F)(F)F)=O)C=CC=C1 2-methyl-N-[(2,2,2-trifluoro-ethylcarbamoyl)-methyl]-benzamide